(2R,3R,4R,5R)-5-(4-(4-amino-2-(methylamino)pyrimidin-5-yl)-1H-imidazol-1-yl)-4-fluoro-2-(hydroxymethyl)-4-methyltetrahydrofuran-3-ol NC1=NC(=NC=C1C=1N=CN(C1)[C@H]1[C@]([C@@H]([C@H](O1)CO)O)(C)F)NC